isopropyltin trilaurate C(CCCCCCCCCCC)(=O)[O-].C(CCCCCCCCCCC)(=O)[O-].C(CCCCCCCCCCC)(=O)[O-].C(C)(C)[Sn+3]